tert-butyl (S)-(7-((4-fluorobenzyl)oxy)-5-methyl-4-oxo-2,3,4,5-tetrahydrobenzo[b][1,4]oxazepin-3-yl)carbamate FC1=CC=C(COC2=CC3=C(OC[C@@H](C(N3C)=O)NC(OC(C)(C)C)=O)C=C2)C=C1